NC1=NC=2C=C(C(=CC2C2=C1COC2)C(=O)N(C(C)C)CC2=NC=C(C=C2)C2CC2)F 4-amino-N-((5-cyclopropyl-2-pyridinyl)methyl)-7-fluoro-N-(2-propanyl)-1,3-dihydrofuro[3,4-c]quinoline-8-carboxamide